N-({3,5-difluoro-2-[(3R)-oxolan-3-yloxy]phenyl}methyl)-5-{2-acetamidoimidazo[1,2-b]pyridazin-6-yl}-2-(deutero)methoxy-6-methylpyridine-3-carboxamide FC=1C(=C(C=C(C1)F)CNC(=O)C=1C(=NC(=C(C1)C=1C=CC=2N(N1)C=C(N2)NC(C)=O)C)OC[2H])O[C@H]2COCC2